CC=1N=C(N=NC1C1=C(C=C(C=C1)C(F)(F)F)O)N[C@H]1CNCCC1 2-(5-methyl-3-{[(3R)-piperidin-3-yl]amino}-1,2,4-triazin-6-yl)-5-(trifluoromethyl)phenol